gamma-glutamyl-Threonine N[C@@H](CCC(=O)N[C@@H]([C@H](O)C)C(=O)O)C(=O)O